O=C1N(CC2=CC(=CC=C12)CNC1CCC(CC1)C1=CC=CC=C1)C1C(N(C(CC1)=O)COCC[Si](C)(C)C)=O 3-(1-oxo-5-((((1S,4S)-4-phenylcyclohexyl)amino)methyl)isoindolin-2-yl)-1-((2-(trimethylsilyl)ethoxy)methyl)piperidine-2,6-dione